2,4,6-tripropyl-1,3,5-trioxane C(CC)C1OC(OC(O1)CCC)CCC